ClC1=C(C=CC=C1OC1=CC=2C=3N(C=NC2C=C1)CCN3)NS(=O)(=O)C(C)C N-(2-chloro-3-((2,3-dihydroimidazo[1,2-c]quinazolin-9-yl)oxy)phenyl)propane-2-sulfonamide